C1(=CC=C(C=C1)OCCN1C2=C(N(CCC1)C(=O)C1=CC=C(C=C1)NC(=O)C=1C(=CC=CC1)C1=CC=CC=C1)C=CC=C2)C N-(4-(5-(2-(p-tolyloxy)ethyl)-2,3,4,5-tetrahydro-1H-benzo[b][1,4]diazepine-1-Carbonyl)phenyl)-[1,1'-biphenyl]-2-carboxamide